C(C)(C)(C)C1=NC2=CC=C(C=C2C12C(N(C1=CC=CC=C21)C)=O)I 2-(tert-Butyl)-5-iodo-1'-methylspiro[indole-3,3'-indolin]-2'-one